1,5-Diallyl-4-hydroxy-8,8-dimethyl-7-(3-methylbut-2-en-1-yl)-3-((E)-3-(3,4,5-trimethoxyphenyl)acryloyl)bicyclo[3.3.1]non-3-en-2,9-dion C(C=C)C12C(C(=C(C(CC(C1(C)C)CC=C(C)C)(C2=O)CC=C)O)C(\C=C\C2=CC(=C(C(=C2)OC)OC)OC)=O)=O